CN(C)P(N(C)C)(=NP(N=P(N(C)C)(N(C)C)N(C)C)(N=P(N(C)C)(N(C)C)N(C)C)=NC)N(C)C N-[bis(dimethylamino)-[methylimino-bis[[tris(dimethylamino)-λ5-phosphanylidene]amino]-λ5-phosphanyl]imino-λ5-phosphanyl]-N-methylmethanamine